Cl.N[C@@H](CC(C)C)C(=O)O leucine-HCl